COC1=CC=C(C=C1)[C](C1=CC=C(C=C1)OC)C1=CC=C(C=C1)OC Tri(4-methoxyphenyl)carbon